ClC=1C=NC=NC1C(F)F 5-chloro-6-(difluoromethyl)pyrimidine